difluoromethyl-N-(4-bromophenyl)acetyl-hydrazonochloride FC(F)N(N(Cl)Cl)C(CC1=CC=C(C=C1)Br)=O